OC=1C=C2C(=CNC2=CC1Cl)CCNC(C)=O N-[2-(5-Hydroxy-6-Chloro-1H-indol-3-yl)ethyl]acetamide